(3S)-4-amino-3-methyl-N-((1R)-1-(2-pyrimidinyl)ethyl)-N-((5-(trifluoromethyl)-2-pyridinyl)methyl)-1,3-dihydrofuro[3,4-c]quinoline-8-carboxamide NC1=NC=2C=CC(=CC2C2=C1[C@@H](OC2)C)C(=O)N(CC2=NC=C(C=C2)C(F)(F)F)[C@H](C)C2=NC=CC=N2